C(C)OC(=O)C1=CN=C2N(C1=O)C=CC=C2 4-oxo-4H-pyrido[1,2-a]pyrimidine-3-carboxylic acid ethyl ester